CCCCCCCCCCCCCCCCCCCC (Z)-eicosane